FC(C=1C=C(C=C(C1)OCC(F)(F)F)C1(CC1)NC(C[C@](C)(O)C1=C(C=C(C=C1)F)F)=O)F (S)-N-(1-(3-(difluoromethyl)-5-(2,2,2-trifluoroethoxy)phenyl)cyclopropyl)-3-(2,4-difluorophenyl)-3-hydroxybutanamide